3-(2,6-difluoro-3,5-dimethoxyphenyl)-7-(pyridin-3-yl)-1-(tetrahydrofuran-3-yl)-1,6-naphthyridin-2(1H)-one FC1=C(C(=C(C=C1OC)OC)F)C=1C(N(C2=CC(=NC=C2C1)C=1C=NC=CC1)C1COCC1)=O